5-(4-bromo-1-methyl-1H-pyrazol-3-yl)pyrimidine BrC=1C(=NN(C1)C)C=1C=NC=NC1